N1=C(C=CC=C1)C1=NN(C=C1C1=CC=NC2=CC=CC=C12)CC(=O)NCC1=CC=C(C(=O)O)C=C1 4-((2-(3-(pyridin-2-yl)-4-(quinolin-4-yl)-1H-pyrazol-1-yl)acetamido)methyl)benzoic acid